[C@@H]1([C@H](O)C=C(C)O1)N1C(=O)N=C(N)C=C1 3',5'-dideoxy-3',4'-didehydrocytidine